(R)-N-(1-(3-(difluoromethyl)-2-fluorophenyl)ethyl)-2-methyl-6-(5-methyl-1H-indazol-4-yl)pyrido[2,3-d]pyrimidin-4-amine FC(C=1C(=C(C=CC1)[C@@H](C)NC=1C2=C(N=C(N1)C)N=CC(=C2)C2=C1C=NNC1=CC=C2C)F)F